2-(2-chlorophenyl)-N-[4-(1H-pyrazol-1-yl)-3-sulfamoylphenyl]acetamide ClC1=C(C=CC=C1)CC(=O)NC1=CC(=C(C=C1)N1N=CC=C1)S(N)(=O)=O